1-[2-(dimethylamino)ethyl]-1H-pyrazole-4-boronic acid CN(CCN1N=CC(=C1)B(O)O)C